Imidazo[1,5-a]Quinazolin-5-amine C1=NC=C2N1C1=CC=CC=C1C(=N2)N